6-amino-7-cyclopropyl-1-[(1S)-1-phenylethyl]quinoxalin-2-one NC=1C=C2N=CC(N(C2=CC1C1CC1)[C@@H](C)C1=CC=CC=C1)=O